NC=1N=NC(=CN1)Br 3-Amino-6-bromo-1,2,4-triazine